COC(=O)C1CN(C1)C(=O)OC(C)(C)C azetidine-1,3-dicarboxylic acid 1-tert-butyl ester 3-methyl ester